C[C@@H]1N(CCC1)C1=C2C(=NC=C1)NC=C2C#N 4-[(2S)-2-methylpyrrolidin-1-yl]-1H-pyrrolo[2,3-b]pyridine-3-carbonitrile